ClC1=C(C=CC(=C1)Cl)C1=CC=C(C(=N1)C(=O)OC)C Methyl 6-(2,4-dichlorophenyl)-3-methylpicolinate